N1(CCC2CNCCC21)C(=O)[O-] Octahydro-1H-pyrrolo[3,2-C]pyridine-1-carboxylate